(Dicyanomethylene)-2-methyl-6-(p-dimethylaminostyryl)-4H-pyran C(#N)C(C#N)=C1C=C(OC(=C1)C=CC1=CC=C(C=C1)N(C)C)C